4-(difluoromethyl)-N-[4-fluoro-5-[5-(morpholin-4-ylmethyl)-1,3-thiazol-2-yl]-2-[rac-(3R,5S)-3,4,5-trimethylpiperazin-1-yl]phenyl]-1-methyl-6-oxopyridine-3-carboxamide FC(C=1C(=CN(C(C1)=O)C)C(=O)NC1=C(C=C(C(=C1)C=1SC(=CN1)CN1CCOCC1)F)N1C[C@H](N([C@H](C1)C)C)C)F |r|